N[C@H]1[C@H](CS(CC1)(=O)=O)NC1=NC=2N(C=C1)N=CC2C(=O)NC=2C(=NN(C2)C)C(N)=O 5-{[(3R,4R)-4-Amino-1,1-dioxidotetrahydro-2H-thiopyran-3-yl]amino}-N-(3-carbamoyl-1-methyl-1H-pyrazol-4-yl)pyrazolo[1,5-a]pyrimidin-3-carboxamid